C1=CC=C(C=C1)C2(C3=C(C=C(C=C3)Br)C4=CC=CC=C42)C5=CC=CC=C5 3-bromo-9,9'-diphenylfluorene